S1C(=CC=C1)CCCN1C[C@@H](C([C@@H](C1)O)O)O (3S,4r,5R)-1-(3-(thien-2-yl)propyl)piperidine-3,4,5-triol